(1S)-1'-(6-amino-5-((2-amino-3-chloropyridin-4-yl)thio)pyrazin-2-yl)-6-(methylsulfinyl)-1,3-dihydrospiro[indene-2,4'-piperidin]-1-amine NC1=C(N=CC(=N1)N1CCC2(CC1)[C@@H](C1=CC(=CC=C1C2)S(=O)C)N)SC2=C(C(=NC=C2)N)Cl